4-imidazol-1-yl-2-methoxy-aniline N1(C=NC=C1)C1=CC(=C(N)C=C1)OC